FC(C=1C=CC(=C(C1)NC(=O)N1C[C@](CC1)(C1=NC=NS1)C1=CC(=C(C=C1)C)F)OC1CN(C1)CC(F)(F)F)F |o1:13| (R or S)-N-(5-(difluoromethyl)-2-((1-(2,2,2-trifluoroethyl)azetidin-3-yl)oxy)phenyl)-3-(3-fluoro-4-methylphenyl)-3-(1,2,4-thiadiazol-5-yl)pyrrolidine-1-carboxamide